ethyl 4-cyclopropyl-7-methoxy-1,5-naphthyridine-3-carboxylate C1(CC1)C1=C(C=NC2=CC(=CN=C12)OC)C(=O)OCC